tert-butyl 3-bromo-5-(trifluoromethyl)-1H-pyrazolo[3,4-c]pyridine-1-carboxylate BrC1=NN(C2=CN=C(C=C21)C(F)(F)F)C(=O)OC(C)(C)C